(S)-N-(2,5-difluoro-4-((3-(2-(piperidin-3-ylamino)pyrimidin-4-yl)pyridin-2-yl)oxy)phenyl)-3,3,3-trifluoropropane-1-sulfonamide FC1=C(C=C(C(=C1)OC1=NC=CC=C1C1=NC(=NC=C1)N[C@@H]1CNCCC1)F)NS(=O)(=O)CCC(F)(F)F